3-(4-Nitrophenyl)-1H-pyrazole-5-carboxylic acid [N+](=O)([O-])C1=CC=C(C=C1)C1=NNC(=C1)C(=O)O